FC(C(=O)O)(F)F.ClC1=C(C=C(C=C1)C1(CNC1)O)OC 3-(4-chloro-3-methoxyphenyl)azetidine-3-ol trifluoroacetate